C(CCCCCCC)C(CN1C(C2=C(N(C(C2=C1)=O)CC(CCCCCCCCCC)CCCCCCCC)C=1SC=CC1)=O)CCCCCCCCCC 2,5-bis(2-octyldodecyl)-6-(thiophen-2-yl)pyrrolo[3,4-c]pyrrole-1,4-dione